OC(C(=O)C1=CC=C(C=C1)CC1=CC=C(C=C1)C(C(C)(C)O)=O)(C)C 2-hydroxy-1-{4-[4-(2-hydroxy-2-methylpropionyl)benzyl]phenyl}-2-Methylpropan-1-one